1-[5-chloro-6-[5-[4-[4-[2-(2,6-dioxo-3-piperidyl)-1-oxo-isoindolin-5-yl]piperazin-1-yl]butyl]-1,2,4-oxadiazol-3-yl]-3-pyridyl]-3-(7-cyclohexylpyrazolo[1,5-a]pyrimidin-6-yl)urea ClC=1C=C(C=NC1C1=NOC(=N1)CCCCN1CCN(CC1)C=1C=C2CN(C(C2=CC1)=O)C1C(NC(CC1)=O)=O)NC(=O)NC=1C=NC=2N(C1C1CCCCC1)N=CC2